Cl.FC(C=1C=CC(=NC1)O[C@@H]1CN(CC1)C1=C(C=C(C=C1)C1=CC=CC=C1)C(=O)N)(F)F (S)-4-(3-(5-(trifluoromethyl)pyridin-2-yloxy)pyrrolidin-1-yl)biphenyl-3-carboxamide hydrochloride